CC(C[C@@H](C(=O)N1CCC2(CN(C2)C)CC1)N1C([C@@H](NCC1)CC(C)C)=O)C (S)-1-[(S)-3-Methyl-1-{(2-methyl-2,7-diaza-7-spiro[3.5]nonyl)carbonyl}butyl]-3-isobutyl-2-piperazinone